ClC1=CC=C(C=C1)C(C(=O)C1=CC2=C(S1)C=C(C=C2)OC)=C 2-(4-chlorophenyl)-1-(6-methoxybenzo[b]thiophen-2-yl)prop-2-en-1-one